3-((5-(Ethoxycarbonyl)-2-methylpyridin-3-yl)amino)propanoic acid C(C)OC(=O)C=1C=C(C(=NC1)C)NCCC(=O)O